Diethyl 3-oxopimelate O=C(CC(=O)OCC)CCCC(=O)OCC